OC1(CN(CC(C1)CO)C(=O)OC(C)(C)C)C=1SC=CC1 tert-butyl 3-hydroxy-5-(hydroxymethyl)-3-(thiophen-2-yl)piperidine-1-carboxylate